ClC1=C(OC=2N=NC(=CC2C(=O)O)C(F)(F)F)C=C(C=C1)F 3-(2-chloro-5-fluorophenoxy)-6-(trifluoromethyl)pyridazine-4-carboxylic acid